1-chloro-3-methoxy-5-methylbenzene ClC1=CC(=CC(=C1)C)OC